(S)-2,3-dimethyl-6-(2-(1-methyl-1H-pyrazol-4-yl)morpholino)-8-(2,4,5-trifluorophenyl)pyrimido[5,4-d]pyrimidin-4(3H)-one CC=1N(C(C2=C(N1)C(=NC(=N2)N2C[C@@H](OCC2)C=2C=NN(C2)C)C2=C(C=C(C(=C2)F)F)F)=O)C